1-(1,2,3,4,5,6,7,8-Octahydro-2,3,8,8-tetramethyl-2-naphthalenyl)-ethane-1-one CC1(CC=2C(CCCC2CC1C)(C)C)C(C)=O